3,4-dihydroxyphenethyl-acrylamide OC=1C=C(CCC(C(=O)N)=C)C=CC1O